ClC1=C(C=C(C=C1)C1O[C@@H]([C@H]([C@@H]([C@H]1O)O)O)C)CC1=CC=C(C=C1)OCC (3R,4S,5S,6R)-2-(4-chloro-3-(4-ethoxybenzyl)phenyl)-6-methyltetrahydro-2H-pyran-3,4,5-triol